C(C=C)(=O)[NH+]=C(O)N N-Acryloyluronium